lithium diisobutyl sulfide C(C(C)C)SCC(C)C.[Li]